ClC=1C(=NC(=NC1)NC1CCOCC1)C1=CC(=C2CN(C(C2=C1)=O)[C@@H](C(=O)N[C@H](C)C1=CC(=CC=C1)OC)CO)F (2R)-2-(6-{5-chloro-2-[(oxacyclohex-4-yl)amino]pyrimidin-4-yl}-4-fluoro-1-oxo-2,3-dihydro-1H-isoindol-2-yl)-3-hydroxy-N-[(1R)-1-(3-methoxyphenyl)ethyl]propionamide